5-(5-{3,8-diazabicyclo[3.2.1]octan-3-yl}-1,3,4-thiadiazol-2-yl)pyridin C12CN(CC(CC1)N2)C2=NN=C(S2)C=2C=CC=NC2